2-(2,5-Dimethoxyphenyl)acetonitrile COC1=C(C=C(C=C1)OC)CC#N